8-(4-chloro-2-fluorophenyl)-1,4-dioxa-8-azaspiro[4.5]decane ClC1=CC(=C(C=C1)N1CCC2(OCCO2)CC1)F